1-hexyl-2,3-dimethyl-imidazolium trifluoromethanesulfonate FC(S(=O)(=O)[O-])(F)F.C(CCCCC)N1C(=[N+](C=C1)C)C